ClC=1C=C(C=CC1)N1CC(C1)CNC(=O)N1C=NC(=C1)C1=CC=C(C=C1)OCC1=CC=C(C=C1)S(=O)(=O)C N-((1-(3-chlorophenyl)azetidin-3-yl)methyl)-4-(4-((4-(methylsulfonyl)benzyl)oxy)phenyl)-1H-imidazole-1-carboxamide